ClC=1C=C(C=CC1)C(CO)NC(=O)C1=CN(C=C1C)C1=NC(=NC=C1)NC1=CC=C(C=C1)F N-(1-(3-chloro-phenyl)-2-hydroxy-ethyl)-1-(2-((4-fluoro-phenyl)-amino)pyrimidin-4-yl)-4-methyl-1H-pyrrole-3-carboxamide